Methyl 3-chloro-6-(2-chloro-5-(trifluoromethyl) phenyl)picolinate ClC=1C(=NC(=CC1)C1=C(C=CC(=C1)C(F)(F)F)Cl)C(=O)OC